ClC1=C(C=CC2=C1C(=NCC=1N2N=C(N1)C=O)C1=C(C=CC=C1F)F)Cl 7,8-dichloro-6-(2,6-difluorophenyl)-4H-[1,2,4]triazolo[1,5-a][1,4]benzodiazepine-2-Formaldehyde